NC1=NC=CC(=C1Cl)OC1=C(C=C(C=C1)NC(=O)C=1N=NN(C1C)C1=CC=CC=C1)F N-(4-((2-amino-3-chloropyridin-4-yl)oxy)-3-fluorophenyl)-5-methyl-1-phenyl-1H-1,2,3-Triazole-4-carboxamide